[N+](=O)([O-])C1=C(C=CC=C1)SN1C(CC(CC1(C)C)=O)(C)C 1-(2-nitrophenylthio)-2,2,6,6-tetramethylpiperidin-4-one